C(CCCCCC)OC(=O)[C@H]1[C@@H](CC=CC1)C(=O)OCCCCCCC trans-4-cyclohexene-1,2-dicarboxylic acid diheptyl ester